indium aluminum oxide gallium [Ga+3].[O-2].[Al+3].[In+3]